FC1=CC=C(C=C1)N[C@@H]1C[C@@H](C1)N (cis)-N1-(4-fluorophenyl)cyclobutane-1,3-diamine